2-(7-(5-((tert-butyldimethylsilyl)oxy)pentyl)-2,7-diazaspiro[4.4]nonan-2-yl)propane-1,3-diol [Si](C)(C)(C(C)(C)C)OCCCCCN1CC2(CCN(C2)C(CO)CO)CC1